(6s,7s)-7-amino-6-[[2-fluoro-3-(3-fluorophenyl)phenyl]methyl]-5-azaspiro[2.4]heptane-5-carboxylic acid tert-butyl ester C(C)(C)(C)OC(=O)N1CC2(CC2)[C@@H]([C@@H]1CC1=C(C(=CC=C1)C1=CC(=CC=C1)F)F)N